5-(2-(4-(1-(3-(diethylamino)pyrrolidin-1-yl)ethyl)phenylamino)-5-methylpyrimidin-4-ylamino)benzo[d]oxazol-2(3H)-one C(C)N(C1CN(CC1)C(C)C1=CC=C(C=C1)NC1=NC=C(C(=N1)NC=1C=CC2=C(NC(O2)=O)C1)C)CC